(S)-2-{[7-(3-fluoropyridin-2-ylmethoxy)benzo[d][1,3]Dioxol-4-yl]Methylamino}propionamide FC=1C(=NC=CC1)COC1=CC=C(C2=C1OCO2)CN[C@H](C(=O)N)C